nitroguaiacol sodium salt [Na].[N+](=O)([O-])C1=C(C(=CC=C1)OC)O